ClC1=CC=C(C=C1)C=1C=C(C(N(N1)C=1C=NC=CC1)=O)C(=O)N[C@H](CO)C#N 6-(4-chlorophenyl)-N-[(1S)-1-cyano-2-hydroxyethyl]-3-oxo-2-(pyridin-3-yl)-2,3-dihydropyridazine-4-carboxamide